(4-Fluorobenzyl)-3-(4-isobutoxybenzyl)-1-(1-methylpiperidin-4-yl)-1,3-dihydro-2H-imidazol-2-one FC1=CC=C(CC=2N(C(N(C2)C2CCN(CC2)C)=O)CC2=CC=C(C=C2)OCC(C)C)C=C1